tert-butyl 2-(8-(4-isopropoxybenzamido)quinolin-4-yl)-1H-pyrrole-1-carboxylate C(C)(C)OC1=CC=C(C(=O)NC=2C=CC=C3C(=CC=NC23)C=2N(C=CC2)C(=O)OC(C)(C)C)C=C1